CO[Si](C#CC1=CC=CC=C1)(OC)OC trimethoxy(phenylethynyl)silane